OC=1C=C(C=NN)C=CC1 meta-hydroxybenzaldehyde hydrazone